(3-methyl-1-(methyl-sulfonyl)-1H-pyrazol-4-yl)boronic acid CC1=NN(C=C1B(O)O)S(=O)(=O)C